FC1=C(C=CC(=C1)C(F)(F)F)/C=C/C(=O)NCC(=O)N1CC2=CC=C(C=C2CC1CC(=O)NC)CC(=O)OC(C)(C)C tert-butyl 2-[2-[2-[[(E)-3-[2-fluoro-4-(trifluoromethyl)phenyl]prop-2-enoyl]amino]acetyl]-3-[2-(methylamino)-2-oxoethyl]-3,4-dihydro-1H-isoquinolin-6-yl]acetate